NC1CC(C1)NC=1N=CC2=C(N1)C(=NC(=C2)C#N)NC21CC(C2)C1 2-(((1r,3r)-3-aminocyclobutyl)amino)-8-(bicyclo[1.1.1]pentan-1-ylamino)pyrido[3,4-d]pyrimidine-6-carbonitrile